ethyl 3-({4-[(3S)-3-aminopyrrolidin-1-yl]-5-[(4,4-difluorocyclohexyl)carbamoyl]-3-(3,5-difluorophenyl)pyridin-2-yl}oxy)propanoate N[C@@H]1CN(CC1)C1=C(C(=NC=C1C(NC1CCC(CC1)(F)F)=O)OCCC(=O)OCC)C1=CC(=CC(=C1)F)F